FC=1C(=C(C=O)C=C(C1)C=1C=NN(C1)C1=CC(=CC=C1)N1CCCC1)O 3-fluoro-2-hydroxy-5-(1-(3-(pyrrolidin-1-yl)phenyl)-1H-pyrazol-4-yl)benzaldehyde